C(C)S(=O)(=O)NC1=C(C=C(C=C1)C1=NNC(=C1C(=O)N)NC1=NC=CN=C1)OCC1=CC=C(C=C1)OC(F)(F)F 3-(4-(ethylsulfonamido)-3-((4-(trifluoromethoxy)benzyl)oxy)phenyl)-5-(pyrazin-2-ylamino)-1H-pyrazole-4-carboxamide